methyl 5-{3-fluoro-5-[3-(trifluoromethyl) azetidin-1-yl] pyridin-2-yl}-1-methyl-1H-pyrrole-3-carboxylate FC=1C(=NC=C(C1)N1CC(C1)C(F)(F)F)C1=CC(=CN1C)C(=O)OC